2-(difluoromethoxy)-6-(methyl-d3)pyridin-3-amine FC(OC1=NC(=CC=C1N)C([2H])([2H])[2H])F